p-chlorocresol CC1=C(C=CC(=C1)O)Cl